C(#N)C1=CC=CC(=N1)C=1C=C(C=CC1C)NC(=O)N1C2CCCC1C2 N-(3-(6-cyanopyridin-2-yl)-4-methylphenyl)-6-azabicyclo[3.1.1]heptane-6-carboxamide